C(C1=CC=NC=C1)(=O)NC(C(=O)O)CCN1CC(CC1)CCC1=NC=2NCCCC2C=C1 2-(isonicotinamido)-4-(3-(2-(5,6,7,8-tetrahydro-1,8-naphthyridin-2-yl)ethyl)pyrrolidin-1-yl)butanoic acid